FC=1C(=NC(=NC1)NC=1N=NC(=CC1)C1CCNCC1)C1=CC=2C(N(CC3(CCCC3)C2S1)C)=O 2-[5-fluoro-2-[(6-piperidin-4-ylpyridazin-3-yl)amino]pyrimidin-4-yl]-5-methylspiro[6H-thieno[3,2-c]pyridine-7,1'-cyclopentane]-4-one